tert-butyl (2S,4R)-4-[tert-butyl(dimethyl)silyl]oxy-2-[1-[[2-[4-(trifluoromethyl)phenyl]-4-pyridyl]methyl]imidazol-2-yl]pyrrolidine-1-carboxylate [Si](C)(C)(C(C)(C)C)O[C@@H]1C[C@H](N(C1)C(=O)OC(C)(C)C)C=1N(C=CN1)CC1=CC(=NC=C1)C1=CC=C(C=C1)C(F)(F)F